C(C)(C)(C)OC(N[C@@H](C)C1=CC=C(C=C1)C1=C(N=CS1)C#C)=O N-[(1S)-1-[4-(4-ethynylthiazol-5-yl)phenyl]ethyl]carbamic acid tert-butyl ester